C(CCCCCCCCC)OCOC=CCCCCC(OCCCCC)OCCCCC dipentyloxyheptenyl decyloxymethyl ether